C(C)(C)(C)OC(=O)N1CCN(CC1)C1=C(C=C(C=C1)C(CC(=O)O)CC(=O)O)F 3-(4-(4-(tert-butoxycarbonyl)piperazin-1-yl)-3-fluorophenyl)glutaric acid